2-(1,2-dimethylpropyl)-5-(trifluoromethyl)pyrazole-3-carboxylic acid CC(C(C)C)N1N=C(C=C1C(=O)O)C(F)(F)F